(R)-2-((R)-2-cyclopentyl-2-hydroxy-2-phenylacetyl)-N-((R)-4-hydroxy-3-oxo-1-((S)-2-oxopyrrolidin-3-yl)butan-2-yl)-2-azabicyclo[2.2.2]octane-3-carboxamide C1(CCCC1)[C@](C(=O)N1C2CCC([C@@H]1C(=O)N[C@H](C[C@H]1C(NCC1)=O)C(CO)=O)CC2)(C2=CC=CC=C2)O